FC=1C=C(CN(S(=O)(=O)C2=CC=C(C=C2)NC(\C=C\C2=CC=NC=C2)=O)CC2=CC=C(C=C2)F)C=CC1F (E)-N-(4-(N-(3,4-difluorobenzyl)-N-(4-fluorobenzyl)sulfamoyl)phenyl)-3-(pyridin-4-yl)acrylamide